tert-butyl N-(1,3,5-trimethyl-4-piperidyl)carbamate CN1CC(C(C(C1)C)NC(OC(C)(C)C)=O)C